(2S,4R)-1-[(2S)-2-[[2-(azetidin-3-yloxy)acetyl]amino]-3,3-dimethyl-butanoyl]-4-hydroxy-N-[(1S)-1-[4-(4-methylthiazol-5-yl)phenyl]ethyl]pyrrolidine-2-carboxamide N1CC(C1)OCC(=O)N[C@H](C(=O)N1[C@@H](C[C@H](C1)O)C(=O)N[C@@H](C)C1=CC=C(C=C1)C1=C(N=CS1)C)C(C)(C)C